Methyl 3-amino-4-(3-aminopropanoyl)-2-methylbenzoate dihydrochloride Cl.Cl.NC=1C(=C(C(=O)OC)C=CC1C(CCN)=O)C